N-(3-Hydroxy-2,6-dimethylphenyl)-2-((1-methyl-1H-pyrazol-3-yl)amino)oxazole-5-carboxamide OC=1C(=C(C(=CC1)C)NC(=O)C1=CN=C(O1)NC1=NN(C=C1)C)C